methyl 6-((1-acetylpiperidin-4-yl) (methyl)amino)pyrimidine-4-carboxylate C(C)(=O)N1CCC(CC1)N(C1=CC(=NC=N1)C(=O)OC)C